(+/-)-N-ethyl-1-(3-methoxybenzyl)-N-((trans)-2-methylcyclopropyl)-2-Oxo-1,2-dihydropyridine-3,5-dicarboxamide C(C)N(C(=O)C=1C(N(C=C(C1)C(=O)N)CC1=CC(=CC=C1)OC)=O)[C@H]1[C@@H](C1)C |r|